4,5-dihydroxyl-ornithine OC(C[C@H](N)C(=O)O)C(N)O